ClC1=C(C#N)C(=CC(=C1C(=O)C1CC1)F)Cl 2,6-dichloro-3-(cyclopropanecarbonyl)-4-fluorobenzonitrile